3-methacryloxypropylbis(trimethylsiloxy)methylsilane C(C(=C)C)(=O)OCCC[SiH2]C(O[Si](C)(C)C)O[Si](C)(C)C